ClC1=CC=C(C=C1)C1=C(CCC(C1)(C)C)CN1C2CN(CC1CC2)CC=2C=C1CN(C(C1=CC2)=O)N2C(NC(CC2)=O)=O 1-(5-((8-((4'-chloro-5,5-dimethyl-3,4,5,6-tetrahydro-[1,1'-biphenyl]-2-yl)methyl)-3,8-diazabicyclo[3.2.1]oct-3-yl)methyl)-1-oxoisoindolin-2-yl)dihydropyrimidine-2,4(1H,3H)-dione